ClC1=C(C(=NC=C1)N)[N+](=O)[O-] chloro-3-nitro-pyridin-2-amine